(R)-1-((2-(3'-((3-(((R)-3-hydroxypyrrolidin-1-yl)methyl)-1,7-diazanaphthalen-8-yl)amino)-2,2'-dimethyl-[1,1'-biphenyl]-3-yl)oxazolo[5,4-b]pyridin-6-yl)methyl)pyrrolidine O[C@H]1CN(CC1)CC=1C=NC2=C(N=CC=C2C1)NC=1C(=C(C=CC1)C1=C(C(=CC=C1)C=1OC2=NC=C(C=C2N1)CN1CCCC1)C)C